pentaerythritol tetrakis(3-myristyl thiopropionate) dilauryl-3,3'-thiodipropionate C(CCCCCCCCCCC)C(C(=O)O)(CSCCC(=O)O)CCCCCCCCCCCC.C(CCCCCCCCCCCCC)CCC(=S)O.C(CCCCCCCCCCCCC)CCC(=S)O.C(CCCCCCCCCCCCC)CCC(=S)O.C(CCCCCCCCCCCCC)CCC(=S)O.OCC(CO)(CO)CO